BrCC1C(C1)C 1-(bromomethyl)-2-methylcyclopropane